[N+](=O)([O-])C1=CC=C(C=C1)C1=NC(=CC2=C1NC1=CC=CC=C21)C#N 1-(4-nitrophenyl)-9H-pyrido[3,4-b]indole-3-carbonitrile